Cl.Cl.C(C)(C)N([C@@H]1[C@H](CNC1)O)C (3S,4S)-4-(Isopropyl(methyl)amino)pyrrolidin-3-ol dihydrochloride